COC(=O)C=1SC=CC1OCCBr 3-(2-Bromoethoxy)thiophene-2-carboxylic acid methyl ester